C(C1=CC=CC=C1)N1CCC=2C=CC(=NC2C1)OC1=CC=CC=C1 7-benzyl-2-phenoxy-5,6,7,8-tetrahydro-1,7-naphthyridine